C1(=CC(=CC2=CC=CC=C12)SC1=CC=C(C=C1)C)SC1=CC=C(C=C1)C naphthalene-1,3-diylbis(p-tolylsulfane)